ClC=1C(=NC=NC1CC)NCCOC1=NN(C=C1)C1=CC=C(C=C1)Cl 5-chloro-N-[2-[1-(4-chlorophenyl)pyrazol-3-yl]oxyethyl]-6-ethyl-pyrimidin-4-amine